C(C)(=O)NC1=NNC(=N1)C(=O)O 3-(N-acetyl)amino-1,2,4-triazole-5-carboxylic acid